(S)-2-(2-oxo-3-(5-(3-((4-(trifluoromethyl)phenyl)amino)pyridin-2-yl)-1,3,4-oxadiazol-2-yl)pyrrolidin-3-yl)acetonitrile O=C1NCC[C@@]1(C=1OC(=NN1)C1=NC=CC=C1NC1=CC=C(C=C1)C(F)(F)F)CC#N